CSC1(COC1)C(N)=N 3-(methylsulfanyl)oxetane-3-carboximidamide